CN(S(=O)(=O)C(C(=O)O)(C)C)C 2-(dimethylsulfamoyl)-2-methyl-propionic acid